5-(2-chlorophenoxy)-3-(((5-fluoropyrimidin-2-yl)methyl)amino)-4H-benzo[e][1,2,4]thiadiazine 1,1-dioxide ClC1=C(OC2=CC=CC3=C2NC(=NS3(=O)=O)NCC3=NC=C(C=N3)F)C=CC=C1